trans-2-decene acetate C(C)(=O)O.C\C=C\CCCCCCC